2-butyl-2-isoamyl-1,3-dimethoxypropane C(CCC)C(COC)(COC)CCC(C)C